C1(=CC=CC=C1)N1C2=CC=CC=C2C=2C=C(C=CC12)C1(C2=CC=CC=C2C=2C=C(C=CC12)C#N)C1=CC=C(C=C1)C 9-(9-phenyl-9H-carbazol-3-yl)-9-p-tolyl-9H-fluorene-3-carbonitrile